F[B-](F)(F)F.C(CCC)[N+](CCCC)(CCCC)CCCC tetrabutylammonium tetrafluoroborate salt